2-fluoro-N-[(5-{[(4-oxo-3,4-dihydro-2-quinazolinyl)methyl]thio}-4-phenyl-4H-1,2,4-triazol-3-yl)methyl]benzamide FC1=C(C(=O)NCC2=NN=C(N2C2=CC=CC=C2)SCC2=NC3=CC=CC=C3C(N2)=O)C=CC=C1